(R)-(1-(8-methoxy-1,3-dimethylpyrrolo[1,2-a]quinoxalin-4-yl)naphthalen-2-yl)diphenylphosphine oxide COC1=CC=C2N=C(C=3N(C2=C1)C(=CC3C)C)C3=C(C=CC1=CC=CC=C31)P(C3=CC=CC=C3)(C3=CC=CC=C3)=O